O1CCC(CC1)=O Tetrahydro-4H-pyran-4-one